OC1=C(C(N(C=C1)C)=O)NC(N[C@@H](CC(=O)O)C1=CC(=CC=C1)OC1=CC=C(C=C1)C)=O (S)-3-(3-(4-hydroxy-1-methyl-2-oxo-1,2-dihydropyridin-3-yl)ureido)-3-(3-(p-tolyloxy)phenyl)propanoic acid